C(C)(C)(C)OC(=O)N1C(=CC2=CC=CC=C12)C=1C=C2CCN3C(C2=CC1)=CC(=NC3=O)OCC3OCCOC3 2-[2-([1,4]Dioxan-2-ylmethoxy)-4-oxo-6,7-dihydro-4H-pyrimido[6,1-a]isoquinolin-9-yl]-indole-1-carboxylic acid tert-butyl ester